4-(4-chloro-2-fluoro-phenyl)-2-[(2R,6S)-2-cyclopropyl-6-(1-cyclopropylpyrazol-4-yl)morpholin-4-yl]-7H-pyrimido[4,5-d]pyridazin-8-one ClC1=CC(=C(C=C1)C1=NC(=NC=2C(NN=CC21)=O)N2C[C@H](O[C@H](C2)C=2C=NN(C2)C2CC2)C2CC2)F